tert-butyl (2S,4S)-4-(7-bromo-4-(3-(dimethylamino)azetidin-1-yl)-6-fluoro-8-(trifluoromethyl)-1H-imidazo[4,5-c]quinolin-1-yl)-2-(2-(tert-butoxy)-2-oxoethyl)piperidine-1-carboxylate BrC=1C(=CC=2C3=C(C(=NC2C1F)N1CC(C1)N(C)C)N=CN3[C@@H]3C[C@H](N(CC3)C(=O)OC(C)(C)C)CC(=O)OC(C)(C)C)C(F)(F)F